3,3,4,4,4-pentafluoro-2-(trifluoromethyl)-1-butene FC(C(=C)C(F)(F)F)(C(F)(F)F)F